4-(4-Bromobenzyl)-2-isopropyl-1,2,4-thiadiazolidine-3,5-dione BrC1=CC=C(CN2C(N(SC2=O)C(C)C)=O)C=C1